N-[4-Fluoro-2-methyl-5-[[6-(trifluoromethyl)pyridin-3-yl]carbamoyl]phenyl]-2-methyl-1,3-thiazole-5-carboxamide FC1=CC(=C(C=C1C(NC=1C=NC(=CC1)C(F)(F)F)=O)NC(=O)C1=CN=C(S1)C)C